FC=1C=CC(=C(C1)[C@@H](C)O)C1=NN(N=C1CC=1N=C2N(C=C(C=C2)F)C1)C (R)-1-(5-fluoro-2-(5-((6-fluoroimidazo[1,2-a]pyridin-2-yl)methyl)-2-methyl-2H-1,2,3-triazol-4-yl)phenyl)ethan-1-ol